C1(CC1)CN1CC[C@]23CCN(CC[C@]2([C@H]1CC1=CC(=C(C=C13)O)C)O)C(CC1=NNC3=CC=CC=C13)=O 1-((5aS,6R,11bR)-14-(cyclopropylmethyl)-5a,10-dihydroxy-9-methyl-1,2,5,5a,6,7-hexahydro-6,11b-(epiminoethano)naphtho[1,2-d]azepin-3(4H)-yl)-2-(1H-indazol-3-yl)ethan-1-one